C1NCC12CN(CC2)CCO 2-(2,6-diazaspiro[3.4]octan-6-yl)ethanol